heptane-1,7-diylbis(4-(isoquinolin-5-ylsulfonyl)-1,4-diazepane-1-carboxylate) C(CCCCCCC1N(CCCN(C1)S(=O)(=O)C1=C2C=CN=CC2=CC=C1)C(=O)[O-])C1N(CCCN(C1)S(=O)(=O)C1=C2C=CN=CC2=CC=C1)C(=O)[O-]